N-(5-(2,6-difluoro-4-methoxyphenyl)-2-(2-hydrazinyl-2-oxoethyl)-1-methyl-3-oxo-2,3-dihydro-1H-pyrazol-4-yl)-4-(difluoromethoxy)benzamide FC1=C(C(=CC(=C1)OC)F)C1=C(C(N(N1C)CC(=O)NN)=O)NC(C1=CC=C(C=C1)OC(F)F)=O